C1(CCCCC1)OC1=CC=C(N)C=C1 4-(cyclohexyloxy)aniline